tert-Butyl 4-[3-[3-[[2-chloro-6-[3-[2-(2,2,3,3-tetramethylcyclopropyl) ethoxy]pyrazol-1-yl]pyridine-3-carbonyl]sulfamoyl]pyrazol-1-yl]propyl]-2,2-dimethyl-pyrrolidine-1-carboxylate ClC1=NC(=CC=C1C(=O)NS(=O)(=O)C1=NN(C=C1)CCCC1CC(N(C1)C(=O)OC(C)(C)C)(C)C)N1N=C(C=C1)OCCC1C(C1(C)C)(C)C